tert-butyl 7-(2-ethoxy-2-oxoethyl)-5-azaspiro[2.4]heptane-5-carboxylate C(C)OC(CC1CN(CC12CC2)C(=O)OC(C)(C)C)=O